O=C1NC(=C(C=C1C(=O)N)C1=CC=C(C=C1)OCC1=NC=NC=C1)C(F)(F)F 2-Oxo-5-(4-(pyrimidin-4-ylmethoxy)phenyl)-6-(trifluoromethyl)-1,2-dihydropyridine-3-carboxamide